ClC1=C(C(=CC=C1Cl)OCOC)C1N(CC(C1)CC(=O)OCC)C(=O)O.BrC1=C(C=C(C=C1)C(C(=O)N)C1=C(C=CC=C1)Cl)S(N=CN(C)C)(=O)=O (4-bromo-3-{[(dimethylamino)methylene]Sulfamoyl}phenyl)-2-(2-chlorophenyl)acetamide 2-[2,3-dichloro-6-(methoxymethoxy)phenyl]-4-(2-ethoxy-2-oxoethyl)pyrrolidine-1-carboxylate